CN1C(N(C2=C1C=CC(=C2)C(=O)O)C)=O 1,3-dimethyl-2-oxo-2,3-dihydro-1H-benzo[d]imidazole-5-carboxylic acid